C1(CC1)C1=CC(=NN1C1OCCCC1)NC1=CC2=C(C(=NO2)NS(=O)(=O)C2=C(C=C(C=C2OC)[C@H]2OCCOC2)OC)C=C1OC N-(6-{[5-cyclopropyl-1-(oxan-2-yl)-1H-pyrazol-3-yl]amino}-5-methoxy-1,2-benzoxazol-3-yl)-4-[(2R)-1,4-dioxan-2-yl]-2,6-dimethoxybenzene-1-sulfonamide